C1OCC2=C(C=CC=C12)CS(=O)(=O)[O-].[Na+].NCCNCCC[Si](OC)(OC)OC N-(2-aminoethyl)-3-Aminopropyl-trimethoxysilane sodium (1,3-dihydroisobenzofuran-4-yl)methanesulfonate